ClC=1C(=C(C=CC1)C1CN(C(C2=C1N=C(N=C2N(C)C)SC)=O)CC2=C(C=C(C=C2)OC)OC)F 8-(3-chloro-2-fluorophenyl)-6-[(2,4-dimethoxyphenyl)methyl]-4-(dimethylamino)-2-(methylsulfanyl)-7,8-dihydropyrido[4,3-d]pyrimidin-5(6H)-one